F.[Na] Natrium hydrogenfluorid